1-isobutyl-1H-pyrazol-4-amine C(C(C)C)N1N=CC(=C1)N